cobalt-nickel salt [Ni].[Co]